OC(COC1=C(C=CC=C1)N1N=C2C(=N1)C=CC=C2)CCCCCC 2-(2-hydroxy-octoxyphenyl)benzotriazole